BrC1=CC=2N(C=C1)C(=C(N2)C2=NC=1C(=NC=C(C1)C(F)(F)F)N2C)S(=O)(=O)CC 2-[7-bromo-3-(ethylsulphonyl)imidazo[1,2-a]Pyridin-2-yl]-3-methyl-6-(trifluoromethyl)-3H-imidazo[4,5-b]Pyridine